C1(=CC=CC2=CC=CC=C12)C1=CC2=CC3=CC=CC=C3C=C2C=C1 2-(1-naphthyl)anthracene